COC=1C=C(C=CC1OC)NC1=NC=CC(=N1)N1CCC2(CCNC2=O)CC1 8-(2-((3,4-dimethoxyphenyl)amino)pyrimidin-4-yl)-2,8-diazaspiro[4.5]decan-1-one